C(C)(C)(C)OC(=O)N1CCC(=CC1)C1=CC=C(C=C1)NC(C1=CC=C(C=C1)C(NC1=CC=C(C=C1)CNC(=O)OC(C)(C)C)=O)=O 4-(4-{4-[4-(tert-butoxycarbonylamino-methyl)-phenylcarbamoyl]-benzoylamino}-phenyl)-3,6-dihydro-2H-pyridine-1-carboxylic acid tert-butyl ester